(3R)-3-(4-(3-formylphenyl)-1-methoxy-1-oxobutan-2-yl)pyrrolidine-1-carboxylic acid tert-butyl ester C(C)(C)(C)OC(=O)N1C[C@H](CC1)C(C(=O)OC)CCC1=CC(=CC=C1)C=O